C(C)(=O)C=1C=C(C=C2C(C=C(OC12)N1CCC(CC1)(C)C)=O)C 8-acetyl-2-(4,4-dimethylpiperidin-1-yl)-6-methyl-4H-chromen-4-one